C1(CC1)S(=O)(=O)NC(=O)N1N=CC2=CC=CC=C12 ((cyclopropylsulfonyl)carbamoyl)-1H-indazol